ClC=1C=C2C(OCCOC=3C=CC(=CC3C3=CC=C(C(NS(C(C1OC)=C2)(=O)=O)=C3)F)F)=O 15-chloro-4,21-difluoro-16-methoxy-18,18-dioxo-8,11-dioxa-18λ6-thia-19-azatetracyclo[18.3.1.113,17.02,7]pentacosa-1(23),2(7),3,5,13,15,17(25),20(24),21-nonaen-12-one